ammonium bicarbonate, trishydrochloride Cl.Cl.Cl.C([O-])(O)=O.[NH4+]